Diethyl 2-((7-chloro-5-methyl-9-oxo-1,2,3,9-tetrahydropyrrolo[2,1-b]quinazolin-3-yl)methyl)malonate ClC1=CC=2C(N3C(=NC2C(=C1)C)C(CC3)CC(C(=O)OCC)C(=O)OCC)=O